3-fluoro-2-hydroxy-benzamide FC=1C(=C(C(=O)N)C=CC1)O